butyl ((1S,2S)-1-(4-bromothiazol-2-yl)-1-((S)-3-cyanomorpholino)-3-hydroxypropan-2-yl)carbamate BrC=1N=C(SC1)[C@H]([C@@H](CO)NC(OCCCC)=O)N1[C@H](COCC1)C#N